CN(C1[NH+](C=CC(N1C)C(C)=O)C)C 2-dimethylamino-4-acetyl-1,3-dimethyl-1,4-dihydropyrimidinium